6-(3-cyclopropylphenoxy)-N-[2-(2,4-dichlorophenyl)-2-fluoro-ethyl]-2-methyl-[1,2,4]triazolo[1,5-a]pyrimidine-7-carboxamide C1(CC1)C=1C=C(OC=2C=NC=3N(C2C(=O)NCC(F)C2=C(C=C(C=C2)Cl)Cl)N=C(N3)C)C=CC1